CC1=C(CN2C3N(C4N(C(N(C2C4)CC4=C(C=CC=C4)C)C3=O)CC3=C(C=CC=C3)C)CC3=C(C=CC=C3)C)C=CC=C1 2,4,6,8-tetra(2-methylbenzyl)-2,4,6,8-tetraazaadamantan-9-one